FC(C=1C(=C(C=CC1F)[C@@H]1[C@H](O[C@]([C@H]1C)(C(F)(F)F)C)C(=O)NC1=CC(=NC=C1)C(=O)N)OC)F (2S,3R,4S,5R)-4-[[3-[3-(difluoromethyl)-4-fluoro-2-methoxy-phenyl]-4,5-dimethyl-5-(trifluoromethyl)tetrahydrofuran-2-carbonyl]amino]pyridine-2-carboxamide